3-chlorobicyclo[1.1.1]pentane-1-carboxylate ClC12CC(C1)(C2)C(=O)[O-]